FC(C=1C(=NC=CC1)CNC(=O)C=1N=COC1)(F)F N-((3-(trifluoromethyl)pyridin-2-yl)methyl)oxazole-4-carboxamide